6-(5-Fluoro-2-methylphenyl)-N-[(2-oxo-1H-pyridin-3-yl)sulfonyl]-2-[(4S)-2,2,4-trimethylpyrrolidin-1-yl]pyridin-3-carboxamid FC=1C=CC(=C(C1)C1=CC=C(C(=N1)N1C(C[C@@H](C1)C)(C)C)C(=O)NS(=O)(=O)C=1C(NC=CC1)=O)C